2-(TERT-BUTYLAMINO)PYRIMIDINE-4-CARBALDEHYDE C(C)(C)(C)NC1=NC=CC(=N1)C=O